FC=1C(=C(OCC2(CC2)C(=O)O)C(=CC1)CN1CCN(CC1)C(=O)OC(C(F)(F)F)C(F)(F)F)C 1-((3-Fluoro-6-((4-(((1,1,1,3,3,3-hexafluoropropan-2-yl)oxy)carbonyl)piperazin-1-yl)methyl)-2-methylphenoxy)methyl)cyclopropane-1-carboxylic acid